C1(CC(C(CC1)C(C)C)CC(=O)O)C.C(C)(=O)OC(C)(C)C1CCC(CC1)C 2-(4-methylcyclohexyl)propan-2-yl acetate (MENTHANYL ACETATE)